BrC(C)C=1C=C(C=C2C(N(C=3N(C12)C=NC3C(=O)N(C)C)C)=O)C 9-(1-bromoethyl)-N,N,4,7-tetramethyl-5-oxo-4,5-dihydroimidazo[1,5-a]quinazoline-3-carboxamide